ClC1=C(C(=CC=C1)F)NC(=O)C1=CC(=C(C=C1O[C@H](C(F)(F)F)C)NC(=O)N1C(CC1)CO)F N-(4-((2-chloro-6-fluorophenyl)carbamoyl)-2-fluoro-5-(((S)-1,1,1-trifluoropropan-2-yl)oxy)phenyl)-2-(hydroxymethyl)azetidine-1-carboxamide